NC=1C=C(C=2C=CN=C(C2C1)C(F)F)S(=O)(=O)N(CC1=CC=C(C=C1)OC)CC1=CC=C(C=C1)OC 7-amino-1-(difluoromethyl)-N,N-bis(4-methoxybenzyl)isoquinoline-5-sulfonamide